FC(C1=CC=C(CN2C=3N(C4=C(C2=O)CN(CC4)CC4=CC(=CC(=C4)Cl)Cl)CCCN3)C=C1)(F)F 6-(4-Trifluoromethylbenzyl)-3-(3,5-dichlorobenzyl)-1,2,3,4,6,8,9,10-octahydro-5H-pyrido[3,4-e]pyrimido[1,2-a]pyrimidin-5-one